5-amino-2-((3-(4-chlorophenethyl)-1,2,4-oxadiazol-5-yl)methyl)-4-methylpyridazin-3(2H)-one NC1=C(C(N(N=C1)CC1=NC(=NO1)CCC1=CC=C(C=C1)Cl)=O)C